C1([C@H](O)[C@@H](O)[C@H](O)[C@H](O1)CO)C(=O)C(O)CO glucosyl-glyceraldehyde